FC(S(=O)(=O)O)(F)F.NO hydroxylamine trifluoromethanesulfonate